4-methylbicyclo[2.2.2]-oct-2-ene-1-carboxylic acid CC12C=CC(CC1)(CC2)C(=O)O